NC1=CC(=NC(=C1)CN1CCOCCOCCN(CCOCCOCC1)CC1=NC(=CC=C1)C(=O)O)C(=O)O 4-Amino-6-((16-((6-carboxypyridin-2-yl)methyl)-1,4,10,13-tetraoxa-7,16-diazacyclooctadecan-7-yl)methyl)picolinic acid